3-(1-((2R,5S)-2,5-diethyl-4-(4-methyl-5-oxo-2-(tetrahydro-2H-pyran-2-yl)-4,5-dihydro-2H-pyrazolo[4,3-b]pyridin-7-yl)piperazin-1-yl)ethyl)-1-ethyl-1H-pyrazole-4-carbonitrile C(C)[C@H]1N(C[C@@H](N(C1)C=1C=2C(N(C(C1)=O)C)=CN(N2)C2OCCCC2)CC)C(C)C2=NN(C=C2C#N)CC